Cl.Cl.ClC1=C(C2=C(SC3=C2N=CN=C3NCC=3C=NC(=NC3)C)N=C1)C 8-chloro-9-methyl-N-[(2-methylpyrimidin-5-yl)methyl]pyrido[3',2':4,5]thieno[3,2-d]pyrimidin-4-amine dihydrochloride